(3-fluoro-1-methyl-indazol-5-yl)methanamine FC1=NN(C2=CC=C(C=C12)CN)C